tert-butyl 2-formyl-[4,8'-biquinoline]-6-carboxylate C(=O)C1=NC2=CC=C(C=C2C(=C1)C=1C=CC=C2C=CC=NC12)C(=O)OC(C)(C)C